C[Si](O[C@H]1C[C@H](CC1)C=1C=C(N(N1)C(C)(C)C)NC1=CC=CC=2CCS(C21)(=O)=O)(C(C)(C)C)C 7-({5-[(1S,3R)-3-{[dimethyl(2-methylprop-2-yl)silyl]oxy}cyclopentyl]-2-(2-methylprop-2-yl)pyrazol-3-yl}amino)-2,3-dihydro-1λ6-benzothiophene-1,1-dione